C(C)(C)(C)C=1C=C(C=C(C1O)CCC(=O)OCCOCCOCCOC(CCC=1C(=C(C=C(C1)C)C(C)(C)C)O)=O)C triethylene glycol bis[3-(3-t-butyl-4-hydroxy-5-tolyl) propionate]